CN(CCON=C(\C=C\C1=CC=C(C=C1)O)C1=C(C=CC=C1)F)C (E)-1-(2-fluorophenyl)-3-(4-hydroxyphenyl)-2-propen-1-one O-[2-(dimethylamino)ethyl]oxime